Cis-2-[4-[(2R,4R)-4-fluoro-2-(hydroxymethyl)-1-pyrrolidinyl]piperidin-1-yl]-6-azaspiro[3.4]octane-6-carboxylic acid ethyl ester C(C)OC(=O)N1CC2(CC(C2)N2CCC(CC2)N2[C@H](C[C@H](C2)F)CO)CC1